C(C)N(CCSC1=NN(C(=N1)N)CC)CC 3-((2-(diethylamino)ethyl)thio)-1-ethyl-1H-1,2,4-triazol-5-amine